CN1N=CC2=CC=C(C(=C12)C=1C(=C(N=C2[C@H]3C([C@@H](CC12)C3)(C)C)N3CC1(CN(C1)C(C=C)=O)CC3)C#N)C (M)-(1R,9R)-6-(1,6-dimethyl-1H-indazol-7-yl)-10,10-dimethyl-4-(2-(2-propenoyl)-2,6-diazaspiro[3.4]octan-6-yl)-3-azatricyclo[7.1.1.02,7]undeca-2,4,6-triene-5-carbonitrile